S-(3-(Bis(4-methoxyphenyl)(phenyl)methoxy)cyclohexyl)ethanethioate COC1=CC=C(C=C1)C(OC1CC(CCC1)S=C(C)[O-])(C1=CC=CC=C1)C1=CC=C(C=C1)OC